BrC1=CC=C2C(=NC(=NC2=C1F)OC[C@]12[C@H](N(CCC1)C)CCC2)N2C[C@@](CCC2)(O)C (R)-1-(7-bromo-8-fluoro-2-(((4aS,7aR)-1-methyloctahydro-4aH-cyclopenta[b]pyridin-4a-yl)methoxy)quinazolin-4-yl)-3-methylpiperidin-3-ol